C(C)(C)(C)N1C=C(C=2C1=NC(=CC2)C(=O)N2C[C@@H]1C([C@@H]1C2)CC(=O)OC)C2=CC(=C(C=C2)Cl)F methyl 2-((1R,5S,6s)-3-(1-(tert-butyl)-3-(4-chloro-3-fluorophenyl)-1H-pyrrolo[2,3-b]pyridine-6-carbonyl)-3-azabicyclo[3.1.0]hexan-6-yl)acetate